ClC=1C(=C(C=CC1)NC1=NC=CC2=C(C(=CC=C12)C)NC(=O)C1=NC=CC2=C1N=CN=C2NCC2=C(C=C(C=C2)OC)OC)F N-(1-((3-chloro-2-fluorophenyl)amino)-6-methylisoquinolin-5-yl)-4-((2,4-dimethoxybenzyl)amino)pyrido[3,4-d]pyrimidine-8-carboxamide